CN1N=C(C2=CC=CC=C12)C=O 1-methyl-1H-indazole-3-carbaldehyde